N(=[N+]=[N-])C(CC(O)(C1=CC=CC=C1)C=1SC(=C(N1)C)C)=C 3-azido-1-(4,5-dimethylthiazol-2-yl)-1-phenyl-3-buten-1-ol